C(#N)CN(CCN(CC#N)CC#N)CCN1C(N(CC1)CCNCCNCC#N)=O 2,2'-((2-((cyanomethyl)(2-(3-(2-((2-((cyanomethyl)amino)eth-yl)amino)ethyl)-2-oxoimidazolidin-1-yl)ethyl)amino)ethyl)azane-diyl)diacetonitrile